ClCOC(=O)NCC(=O)O N-((chloromethoxy)carbonyl)glycine